C(C)(C)(C)OC(=O)N(C(OC(C)(C)C)=O)C1=NN2C(C=C(C=C2)C2=C(C(=CC=C2)OCCC(C(C2=CC=CC=C2)=O)(F)F)F)=N1 tert-butyl (tert-butoxycarbonyl)(7-(3-(3,3-difluoro-4-oxo-4-phenylbutoxy)-2-fluorophenyl)-[1,2,4]triazolo[1,5-a]pyridin-2-yl)carbamate